NC=1C(=C(C(=O)O)C=CC1C)C 3-amino-2,4-dimethyl-benzoic acid